2-(3-chloro-5-(5-trifluoromethyl-1,2,4-oxadiazol-3-yl)phenyl)malonyl chloride ClC=1C=C(C=C(C1)C1=NOC(=N1)C(F)(F)F)C(C(=O)Cl)C(=O)Cl